C(#N)C=1C=[N+](C=CC1C(=O)N1C(CN(CC1)[C@@H](C)C(NC1=NC=C(N=C1)OC1=C(C=C(C=C1)F)F)=O)(C)C)[O-] 3-cyano-4-{4-[(1S)-1-{[5-(2,4-difluorophenoxy)pyrazin-2-yl]carbamoyl} ethyl]-2,2-dimethylpiperazine-1-carbonyl}pyridin-1-ium-1-olate